C(N)(=O)C=1C=CC2=C(N=C(C3=CC=NC=C23)NCCCN2N=NC(=C2)CN(C(OC(C)(C)C)=O)CC2=CC(=C(C=C2)C2=CC=CC=C2)Cl)C1 Tert-butyl ((1-(3-((8-carbamoylbenzo[c][2,6]naphthyridin-5-yl)amino)propyl)-1H-1,2,3-triazol-4-yl)methyl)((2-chloro-[1,1'-biphenyl]-4-yl)methyl)carbamate